S(N)(OC[C@@H]1[C@H](C[C@@H](C1)NC1=NC=NC=C1C(=O)C=1SC=C(C1)[C@@H](N(C)C)C1=CC(=CC=C1)Cl)O)(=O)=O [(1R,2S,4R)-4-{[5-[{4-[(S)-(3-chlorophenyl)(dimethylamino)methyl]-2-thienyl}carbonyl]pyrimidin-4-yl]amino}-2-hydroxycyclopentyl]methyl sulfamate